tert-butyl-((S)-1-((2S,4r)-4-hydroxy-2-((4-(4-methylthiazol-5-yl) benzyl) carbamoyl) pyrrolidin-1-yl)-3-methyl-1-oxobutan-2-yl) carbamate C(N)(O[C@H](C(=O)N1[C@@H](C[C@H](C1)O)C(NCC1=CC=C(C=C1)C1=C(N=CS1)C)=O)C(CC(C)(C)C)C)=O